Cl.Cl.ClC1=CC=C(C[C@H]2CO[C@H](CN2C2CCC(CC2)C2=NN(C(=C2)C)C)CS(=O)(=O)C)C=C1 (2R,5S)-5-(4-chlorobenzyl)-4-((1r,4S)-4-(1,5-dimethyl-1H-pyrazol-3-yl)cyclohexyl)-2-((methylsulfonyl)methyl)-morpholine dihydrochloride